2-(5-fluoro-2-methoxypyridin-4-yl)-1-((S)-7'-methyl-6'-(pyrimidin-2-yl)-3',4'-dihydro-1'H-spiro[pyrrolidine-3,2'-[1,8]naphthyridine]-1-yl)propan-1-one FC=1C(=CC(=NC1)OC)C(C(=O)N1C[C@@]2(NC3=NC(=C(C=C3CC2)C2=NC=CC=N2)C)CC1)C